5-(imidazo[1,2-b]pyridazin-6-yl)-4-(1-methyl-1H-pyrazol-4-yl)-7H-pyrrolo[2,3-d]pyrimidine N=1C=CN2N=C(C=CC21)C2=CNC=1N=CN=C(C12)C=1C=NN(C1)C